rac-(3aR,4S,6aS)-1-(7,8-Dihydrofuro[3,2-e][1,3]benzothiazol-2-yl)-4-(methylamino)hexahydrocyclopenta[d]imidazol-2(1H)-one N1=C(SC2=C1C1=C(C=C2)OCC1)N1C(N[C@H]2[C@@H]1CC[C@@H]2NC)=O |r|